NCC1=NNC(C2=CC=C(C=C12)C=1C=NN(C1C=1C=C2C=CC=NC2=CC1C#N)C)=O 6-(4-(4-(aminomethyl)-1-oxo-1,2-dihydrophthalazin-6-yl)-1-methyl-1H-pyrazol-5-yl)quinoline-7-carbonitrile